tert-Butyl (3R,4R)-4-(1,3-thiazol-2-yl)-3-(isoquinolin-5-ylcarbamoyl)pyrrolidine-1-carboxylate S1C(=NC=C1)[C@@H]1[C@H](CN(C1)C(=O)OC(C)(C)C)C(NC1=C2C=CN=CC2=CC=C1)=O